5-(1-(dicyclopropylmethyl)-5-(3,5-dimethylisoxazol-4-yl)-1H-pyrrolo[2,3-b]pyridin-3-yl)-6-ethoxy-3-methylpicolinic acid C1(CC1)C(N1C=C(C=2C1=NC=C(C2)C=2C(=NOC2C)C)C=2C=C(C(=NC2OCC)C(=O)O)C)C2CC2